C1(CCC1)=CC(C)(S(=O)N)C (Cyclobutylidene)-2-methylpropane-2-sulfinamide